(4-(6-methylbenzo[d]thiazol-2-yl)phenyl)-4-nitrobenzenesulfonamide CC1=CC2=C(N=C(S2)C2=CC=C(C=C2)C2=C(C=CC(=C2)[N+](=O)[O-])S(=O)(=O)N)C=C1